C(#N)C=1C(=CN(C(C1)=O)C1CC1)C(=O)OC methyl 4-cyano-1-cyclopropyl-6-oxo-1,6-dihydropyridine-3-carboxylate